COP(O)(=O)C(=O)N (aminocarbonyl)-phosphonic acid monomethyl ester